2-((benzo[d][1,3]dioxazol-5-ylmethyl)sulfinyl)-6-chlorobenzo[d]oxazole O1NOC2=C1C=CC(=C2)CS(=O)C=2OC1=C(N2)C=CC(=C1)Cl